((6-(1,1-difluoroethyl)-2-ethyl-3,4-dihydroquinolin-1(2H)-yl)sulfonyl)-2-((tetrahydro-2H-pyran-4-yl)methoxy)benzoic acid methyl ester COC(C1=C(C(=CC=C1)S(=O)(=O)N1C(CCC2=CC(=CC=C12)C(C)(F)F)CC)OCC1CCOCC1)=O